C1=CC=CC2=C1C=1C(=CC=C3C4=CC=CC=C4NC13)O2 benzofuro[3,2-a]carbazole